FC1=C(N=CC=2N=CN=C(C21)NC2=CC(=C(C=C2)OC2=CC1=C(N(N=N1)C)C=C2)C)N2CCN(CC2)C(=O)OC(C)(C)C tert-butyl 4-[5-fluoro-4-[3-methyl-4-(1-methylbenzotriazol-5-yl)oxy-anilino]pyrido[3,4-d]pyrimidin-6-yl]piperazine-1-carboxylate